O1C2=C(OCC1)C(=CC=C2)NC2=NC=1N(C(=C2)NC([2H])([2H])[2H])N=CC1C(=O)NCC(CO)(C)C 5-((2,3-dihydrobenzo[b][1,4]dioxin-5-yl)amino)-N-(3-hydroxy-2,2-dimethylpropyl)-7-((methyl-d3)amino)pyrazolo[1,5-a]pyrimidine-3-carboxamide